ClC=1C=C(C=CC1F)NC(=O)C1=C(N=CN1C)C1CC2CC(CC2C1)N1CCN(CC1)C N-(3-Chloro-4-fluorophenyl)-1-methyl-4-(5-(4-methylpiperazin-1-yl)octahydropentalen-2-yl)-1H-imidazole-5-carboxamide